4-(1-(3-bromo-2-methylphenyl)-3-methyl-4,5-dihydro-2H-benzo[e]isoindol-2-yl)phenol BrC=1C(=C(C=CC1)C=1N(C(=C2CCC3=C(C12)C=CC=C3)C)C3=CC=C(C=C3)O)C